BrC=1N=CN(C1)C1=CC=C(CO[C@H]2CN(C[C@H]2F)C(=O)OC(C)(C)C)C=C1 tert-Butyl (3S,4R)-3-((4-(4-bromo-1H-imidazol-1-yl)benzyl)oxy)-4-fluoropyrrolidine-1-carboxylate